OC[C@H](C1=CC=CC=C1)NC1=NC(=NC=C1C1=NC(=NO1)C(C)(CCCCO)C)NC1=CC2=C(C(OC2(C)C)=O)C=C1 5-[(4-{[(1S)-2-hydroxy-1-phenylethyl]amino}-5-[3-(6-hydroxy-2-methylhexan-2-yl)-1,2,4-oxadiazol-5-yl]pyrimidin-2-yl)amino]-3,3-dimethyl-1,3-dihydro-2-benzofuran-1-one